C(C)(C)(C)N1CCN(C[C@@H](C1)O)C(=O)C=1C=C(C=CC1)S(=O)(=O)NC1=NC(=CC(=N1)Cl)C1=C(C=CC=C1C)C 3-[(6R)-4-tert-butyl-6-hydroxy-1,4-diazepane-1-carbonyl]-N-[4-chloro-6-(2,6-dimethylphenyl)pyrimidin-2-yl]benzenesulfonamide